(S)-N-{(S)-1-[2-(Benzo[d]isoxazol-3-yl)phenyl]-2-[6-(morpholine-4-carbonyl)pyridine-2-yl]ethyl}propane-2-sulfinamide O1N=C(C2=C1C=CC=C2)C2=C(C=CC=C2)[C@H](CC2=NC(=CC=C2)C(=O)N2CCOCC2)N[S@@](=O)C(C)C